BrC=1C(=CC(=C(N)C1)C)F 5-bromo-4-fluoro-2-methyl-aniline